C(CCC)C1(OC2=C(C(=N1)C=1C=NN3C1N=CC(=C3C)C)C=CC=C2F)C 2-butyl-4-(6,7-dimethylpyrazolo[1,5-a]pyrimidin-3-yl)-8-fluoro-2-methyl-2H-benzo[e][1,3]oxazine